CN(C(SC=1C=C(C=C(C1)C1=CC=CC=C1)C1=CC=CC=C1)=O)C S-([1,1':3',1''-terphenyl]-5'-yl) dimethylcarbamothioate